FC=1C=C(C=CC1OC)CN1C(NC2=NC=C(C=C21)C2=CC(=CC=C2)C(F)(F)F)=O 1-[(3-fluoro-4-methoxy-phenyl)methyl]-6-[3-(trifluoromethyl)phenyl]-3H-imidazo[4,5-b]pyridin-2-one